(2E,6E)-8-{[(2Z)-3,7-dimethylocta-2,6-dien-1-yl]oxy}-3,7-dimethylocta-2,6-dien-1-ol C/C(=C/COC/C(=C/CC/C(=C/CO)/C)/C)/CCC=C(C)C